(1s,4s)-4-((5-([1,2,4]triazolo[1,5-a]pyridin-7-yl)-7H-pyrrolo[2,3-d]pyrimidin-2-yl)amino)-1-ethylcyclohexan-1-ol N=1C=NN2C1C=C(C=C2)C2=CNC=1N=C(N=CC12)NC1CCC(CC1)(O)CC